[Na+].CC1(CC1)S(=O)[O-] 1-methylcyclopropane-1-sulfinate sodium salt